(R)-2-((1-(3,6-dimethyl-2-(6-(1-methyl-1H-pyrazol-4-yl)pyridin-3-yl)-4-oxo-4H-chromen-8-yl)ethyl)amino)-N-methylbenzamide CC1=C(OC2=C(C=C(C=C2C1=O)C)[C@@H](C)NC1=C(C(=O)NC)C=CC=C1)C=1C=NC(=CC1)C=1C=NN(C1)C